(3R,4R)-1-[4-({8-[(2R,3S)-3-(methanesulfonylmeth-yl)-2-methylazetidin-1-yl]-5-(propan-2-yl)-2,6-naphthyridin-3-yl}amino)pyrimidin-2-yl]-4-methoxypiperidin-3-ol CS(=O)(=O)C[C@@H]1[C@H](N(C1)C=1C=NC(=C2C=C(N=CC12)NC1=NC(=NC=C1)N1C[C@H]([C@@H](CC1)OC)O)C(C)C)C